(6-ethyl-2,2-dimethyl-3,5-decanedione) lanthanum (III) [La+3].C(C)C(C(CC(C(C)(C)C)=O)=O)CCCC